[Zn].N1=C(C=CC=C1)C1=C2C=CC(C(=C3C=CC(=C(C=4C=CC(=C(C5=CC=C1N5)C5=NC=CC=C5)N4)C4=NC=CC=C4)N3)C3=NC=CC=C3)=N2 Tetrapyridylporphyrin zinc